ClC=1C(=C(C=CC1OCC)NC=1C2=C(N=CN1)C=CC(=N2)N2[C@@H]1CN[C@H](C2)C1)F N-(3-Chloro-4-ethoxy-2-fluoro-phenyl)-6-[(1S,4S)-2,5-diazabicyclo[2.2.1]heptan-2-yl]pyrido[3,2-d]pyrimidin-4-amine